C1(CC(C(CC1)C(C)C)CC(=O)O)C.C(C)(=O)OC1CC(CCC1C(C)C)C menthyl acetate (MENTHYL ACETATE)